FC=1C=2N(C=CC1)N=C(C2)[C@H]2N(CCC1=C2N=CN1)C(=O)C=1C=NN2C1C=CC(=C2)C=2C=NN(C2)C (S)-(4-(4-fluoropyrazolo[1,5-a]pyridin-2-yl)-6,7-dihydro-1H-imidazo[4,5-c]pyridin-5(4H)-yl)(6-(1-methyl-1H-pyrazol-4-yl)pyrazolo[1,5-a]pyridin-3-yl)methanone